2-((1,3-dioxoisoindolin-2-yl)oxy)-2-methylpropanoate O=C1N(C(C2=CC=CC=C12)=O)OC(C(=O)[O-])(C)C